C12N(CC(NC1)CC2)C=2C1=C(N=C(N2)OC[C@@]23CCCN3C[C@H](C2)F)C(=C(N=C1)C1=CC(=CC2=CC=C(C(=C12)C#C[2H])F)O)F 4-(4-(2,5-Diazabicyclo[2.2.2]octan-2-yl)-8-fluoro-2-(((2S,7aR)-2-fluorotetrahydro-1H-pyrrolizin-7a(5H)-yl)methoxy)pyrido[4,3-d]pyrimidin-7-yl)-5-(ethynyl-d)-6-fluoronaphthalen-2-ol